(E)-4-((4-(dimethylamino)phenyl)diazenyl)benzene-1-sulfonyl chloride CN(C1=CC=C(C=C1)/N=N/C1=CC=C(C=C1)S(=O)(=O)Cl)C